N-tert-butylbenzenesulfonamide CC(C)(C)NS(=O)(=O)C1=CC=CC=C1